CN1C=C(C2=CC=C(C=C12)C(F)(F)F)C(=O)NC1=CNC2=CC=C(C=C12)CNC 1-methyl-N-(5-((methylamino)methyl)-1H-indol-3-yl)-6-(trifluoromethyl)-1H-indole-3-carboxamide